(1S,5R)-4-acetyl-1-(5-bromo-2-fluorophenyl)-3-azabicyclo[3.1.0]hexane-3-carboxylic acid tert-butyl ester C(C)(C)(C)OC(=O)N1C[C@]2(C[C@H]2C1C(C)=O)C1=C(C=CC(=C1)Br)F